C(C)N(C(\C=C\C1=C(N=C2N1N=CC=C2)C2=CC=CC=C2)=O)CC (E)-N,N-diethyl-3-(2-phenylimidazo[1,2-b]pyridazin-3-yl)acrylamide